6-chloro-5-cyano-N,N-dimethyl-4-((1-methyl-2-oxo-4-((2-(pyrimidin-2-yl)propan-2-yl)amino)-1,2-dihydroquinolin-6-yl)amino)picolinamide ClC1=C(C(=CC(=N1)C(=O)N(C)C)NC=1C=C2C(=CC(N(C2=CC1)C)=O)NC(C)(C)C1=NC=CC=N1)C#N